FC1=C(C=CC=C1)N1C(=NN=C1C1=NC=C(C=C1)OC([2H])([2H])[2H])C1CC(C1)N1CC=CC=C1 N-((1S,3r)-3-(4-(2-fluorophenyl)-5-(5-(methoxy-d3)pyridin-2-yl)-4H-1,2,4-triazol-3-yl)cyclobutyl)pyridine